8-methoxycarbonyloctyl 2-acetamido-3,6-di-O-benzyloxymethyl-2-deoxy-4-O-(3,4,6-tri-O-benzyl-β-D-galactopyranosyl)-β-D-glucopyranoside C(C)(=O)N[C@H]1[C@H](OCCCCCCCCC(=O)OC)O[C@@H]([C@H]([C@@H]1OCOCC1=CC=CC=C1)O[C@H]1[C@H](O)[C@@H](OCC2=CC=CC=C2)[C@@H](OCC2=CC=CC=C2)[C@H](O1)COCC1=CC=CC=C1)COCOCC1=CC=CC=C1